NC1=C(C(=NN1[C@H]1C[C@@H](CCC1)N(C(=O)N1N=CN=C1)C)C1=CC=C(C=C1)CNC(C1=C(C=CC(=C1)F)OC)=O)C(N)=O N-((1R,3R)-3-(5-amino-4-carbamoyl-3-(4-((5-fluoro-2-methoxybenzamido)methyl)phenyl)-1H-pyrazol-1-yl)cyclohexyl)-N-methyl-1H-1,2,4-triazole-1-carboxamide